[Si](C)(C)(C(C)(C)C)OC1CN(CCN(C1)C(=O)OC(C)(C)C)C1=NC=C(C=N1)O tert-butyl 6-((tert-butyldimethylsilyl) oxy)-4-(5-hydroxypyrimidin-2-yl)-1,4-diazacycloheptane-1-carboxylate